2-Cyclopropoxyisoindoline-1,3-dione C1(CC1)ON1C(C2=CC=CC=C2C1=O)=O